(4-fluoro-3-nitrophenyl)(morpholinyl)methanone FC1=C(C=C(C=C1)C(=O)N1CCOCC1)[N+](=O)[O-]